[C@@H]12CN(C[C@H]2C1)C1=NC(=C(C(=O)NC2=CC(=CC=C2)S(NC(C)(C)C)(=O)=O)C=C1)N1CCC2(CC2)CC1 6-((1R,5S)-3-azabicyclo[3.1.0]hexan-3-yl)-N-(3-(N-(tert-butyl)sulfamoyl)phenyl)-2-(6-azaspiro[2.5]octan-6-yl)nicotinamide